1-{[2'-(2,5-dihydro-5-oxo-4H-1,2,4-oxadiazol-3-yl)biphenyl-4-yl]methyl}-2-ethoxy-1H-benzimidazole-7-carboxylic acid O=C1NC(NO1)C1=C(C=CC=C1)C1=CC=C(C=C1)CN1C(=NC2=C1C(=CC=C2)C(=O)O)OCC